ClC=1C=CC=C2C(NC(=NC12)CCl)=O 8-Chloro-2-(chloromethyl)quinazolin-4(3H)-one